1,4-diazabicyclo[3.2.1]octan-4-yl-[1-(4-methoxyphenyl)-1,4,6,7-tetrahydropyrano[4,3-c]pyrazol-3-yl]methanone N12CCN(C(CC1)C2)C(=O)C=2C1=C(N(N2)C2=CC=C(C=C2)OC)CCOC1